(S)-tert-butyl 2-(4-(4-(2-(2-cyano-4,4-difluoropyrrolidin-1-yl)-2-oxoethylcarbamoyl)quinolin-6-yl)phenoxy)ethylcarbamate C(#N)[C@H]1N(CC(C1)(F)F)C(CNC(=O)C1=CC=NC2=CC=C(C=C12)C1=CC=C(OCCNC(OC(C)(C)C)=O)C=C1)=O